S(C(C(O)=O)CCC[C@@H]1SC[C@@H]2NC(=O)N[C@H]12)C(C(O)=O)CCC[C@@H]1SC[C@@H]2NC(=O)N[C@H]12 thiobisbiotin